6-((3-chlorophenyl)amino)-1-cyclopentyl-3-methyl-1,3-dihydro-2H-imidazo[4,5-c]pyridin-2-one ClC=1C=C(C=CC1)NC1=CC2=C(C=N1)N(C(N2C2CCCC2)=O)C